CC1(C2=CC=CC=C2C=2C=CC(=CC12)N(C=1C=C(C(=CC1)Br)C1=CC=CC=C1)C1=CC=C(C=C1)C1=CC=CC=C1)C (9,9-dimethylfluoren-2-yl)-(biphenyl-4-yl)-(6-bromobiphenyl-3-yl)amine